CN1CCC(CC1)(C)C=1SC2=C(N1)C=C(C=C2)C2=CC[C@@H](CN2C(=O)OC(C)(C)C)C (S)-tert-butyl 6-(2-(1,4-dimethylpiperidin-4-yl)benzo[d]thiazol-5-yl)-3-methyl-3,4-dihydropyridine-1(2H)-carboxylate